1,1-dipentylcyclohexylideneammonium bromide [Br-].C(CCCC)C1(C(CCCC1)=[NH2+])CCCCC